C1=CC=CC=2C3=CC=CC=C3C(C12)COC(=O)N[C@@H](CNCC(OCC(Br)(Br)Br)=O)COCCOCCOC(C)(C)C (S)-2-((((9H-fluoren-9-yl)methoxy)carbonyl)amino)-3-(2-(2-(tert-butoxy)ethoxy)ethoxy)-N-(2-oxo-2-(2,2,2-tribromoethoxy)ethyl)propan-1-amine